4-((6-(benzyloxy)-2-(4-(methylsulfonyl)phenyl)naphthalene-1-yl)oxy)phenol C(C1=CC=CC=C1)OC=1C=C2C=CC(=C(C2=CC1)OC1=CC=C(C=C1)O)C1=CC=C(C=C1)S(=O)(=O)C